ethyl 7-(4-(4-(benzo[b]thiophen-4-yl)piperazin-1-yl)butoxy)-2-oxoquinoline-1(2H)-carboxylate S1C2=C(C=C1)C(=CC=C2)N2CCN(CC2)CCCCOC2=CC=C1C=CC(N(C1=C2)C(=O)OCC)=O